FC(C1=C(C(C(=O)O)=C(C(=C1C(=O)O)C(=O)O)C(F)(F)F)C(=O)O)(F)F 3,6-di(trifluoromethyl)-pyromellitic acid